BrC=1C(=NC(=NC1)SC)C(=O)NCC(C)=O 5-bromo-2-(methylthio)-N-(2-oxopropyl)pyrimidine-4-carboxamide